(2,3,5-Trifluorobenzylidene)hydrazine FC1=C(C=NN)C=C(C=C1F)F